O[C@@H]1[C@@](C2=CC=C3[C@]4(CC[C@]5(CC[C@](C[C@H]5[C@@]4(CC[C@]3(C2=CC1=O)C)C)(C=O)C)C)C)(C)OC (2R,4aS,6aS,9S,10R,12bR,14aS,14bR)-10-hydroxy-9-methoxy-2,4a,6a,9,12b,14a-hexamethyl-11-oxo-1,2,3,4,4a,5,6,6a,9,10,11,12b,13,14,14a,14b-hexadecahydropicene-2-carboxaldehyde